C1[C@@H]([C@@H]([C@H]([C@@H](O1)O)O[C@H]2[C@@H]([C@H]([C@@H](O2)CO)O)O)O[C@H]3[C@@H]([C@H]([C@@H]([C@H](O3)CO)O)O)O)O The molecule is a trisaccharide consisting of alpha-L-arabinofuranose and alpha-L-arabinopyranose residues joined in sequence by a (1->2) glycosidic bond, and in which a beta-D-glucopyranose residue has been attached to the arabinopyranose residue by a (1->3) glycosidic bond. It derives from a 3-O-beta-D-Glcp-(1->3)-alpha-L-Arap.